trans-hydroxyl-prolinol ON1[C@@H](CCC1)CO